FC1(CCN(CC1)C1=NC(=CC=2N1C=CN2)NC(C2=C(C=C(C=C2)I)N2CCC1(CC1)CC2)=O)F N-(5-(4,4-difluoropiperidin-1-yl)imidazo[1,2-c]pyrimidin-7-yl)-4-iodo-2-(6-azaspiro[2.5]oct-6-yl)benzamide